C(C)OC=1C=2N(C=CC1C=1C=NNC1)N=C(N2)NC2=C(C=C(C=C2)S(=O)(=O)N)F 4-((8-ethoxy-7-(1H-pyrazol-4-yl)-[1,2,4]triazolo[1,5-a]pyridin-2-yl)amino)-3-fluorobenzenesulfonamide